(2S)-4-(4-chlorophenyl)-2-(9H-fluoren-9-yl-methoxycarbonyl-amino)butanoic acid ClC1=CC=C(C=C1)CC[C@@H](C(=O)O)N(C(=O)OC)C1C2=CC=CC=C2C=2C=CC=CC12